(R)-(4-(difluoromethyl)-2-(2-hydroxypropan-2-yl)oxazol-5-yl)(4-(7-ethoxypyrazolo[1,5-a]pyridin-2-yl)-6,7-dihydro-1H-imidazo[4,5-c]pyridin-5(4H)-yl)methanone FC(C=1N=C(OC1C(=O)N1[C@H](C2=C(CC1)NC=N2)C2=NN1C(C=CC=C1OCC)=C2)C(C)(C)O)F